6-chloro-2-(3,4-difluorophenyl)-5-(2-oxooxazolidin-3-yl)-1H-benzo[d]imidazole-4,7-dione ClC1=C(C(C2=C(NC(=N2)C2=CC(=C(C=C2)F)F)C1=O)=O)N1C(OCC1)=O